CN1C(C2=C(N=NC(=C2C=C1)C1=CC=C(C=C1)C(F)(F)F)N[C@@H]1CN(CC1)C(=O)OC(C)(C)C)=O tert-butyl (S)-3-((6-methyl-5-oxo-1-(4-(trifluoromethyl)phenyl)-5,6-dihydropyrido[3,4-d]pyridazin-4-yl)amino)pyrrolidine-1-carboxylate